ClC1=CC(=NC=C1)NC(CC1=CC(=CC=C1)S(=O)(=O)C)=O N-(4-chloropyridin-2-yl)-2-(3-(methylsulfonyl)phenyl)acetamide